N-(3-chloro-2-methoxyphenyl)-4-({[3-(2-methoxyethoxy)pyridine-4-yl]methyl}amino)-2-oxo-1,2,5,6-tetrahydropyridine-3-carbothioamide ClC=1C(=C(C=CC1)NC(=S)C=1C(NCCC1NCC1=C(C=NC=C1)OCCOC)=O)OC